tert-butyl (2-((2-(2,6-dioxopiperidin-3-yl)-1,3-dioxoisoindolin-4-yl)amino)-2-oxoethyl)carbamate O=C1NC(CCC1N1C(C2=CC=CC(=C2C1=O)NC(CNC(OC(C)(C)C)=O)=O)=O)=O